4-((7-((adamantan-1-yl)amino)heptyl)thio)-2-(2,6-dioxopiperidin-3-yl)-7-fluoroisoindoline C12(CC3CC(CC(C1)C3)C2)NCCCCCCCSC2=C3CN(CC3=C(C=C2)F)C2C(NC(CC2)=O)=O